4-{[2-(4-morpholinyl)ethyl]-oxy}benzamide 3-methyl-2-butenylacetate CC(C=CCC(=O)O)C.N1(CCOCC1)CCOC1=CC=C(C(=O)N)C=C1